CC1([C@H]2CC=3C=CC(=NC3[C@@H]1C2)N2N=C(N=C2N)NC2=CC=C(C=C2)N2CCN(CC2)C)C 1-(7,7-dimethyl-(6R,8R)-6,8-methano-5,6,7,8-tetrahydroquinolin-2-yl)-N3-(4-(4-methylpiperazin-1-yl)phenyl)-1H-1,2,4-triazole-3,5-diamine